(3R)-3-[8-[4-[4-[4-[3-amino-6-(2-hydroxyphenyl)pyridazin-4-yl]triazol-1-yl]-1-piperidyl]cyclohexyl]-2,3-dihydro-1,4-benzoxazin-4-yl]piperidine-2,6-dione NC=1N=NC(=CC1C=1N=NN(C1)C1CCN(CC1)C1CCC(CC1)C1=CC=CC=2N(CCOC21)[C@H]2C(NC(CC2)=O)=O)C2=C(C=CC=C2)O